CN1N=C(SC(C1=O)C1=CC=CC=C1)C1=CC=CC=C1 5,6-Dihydro-4-methyl-5-oxo-2,6-diphenyl-4H-1,3,4-thiadiazine